Methyl 4-((2-fluorophenyl)ethynyl)benzoate FC1=C(C=CC=C1)C#CC1=CC=C(C(=O)OC)C=C1